8-methoxy-7-(4,4,5,5-tetramethyl-1,3,2-dioxaborolan-2-yl)-[1,2,4]triazolo[1,5-a]pyridin-2-amine COC=1C=2N(C=CC1B1OC(C(O1)(C)C)(C)C)N=C(N2)N